N[C@@H](CC(C)C)C(=O)OC1=C(C=CC(=C1)\C=C\C(O[C@@]1(CC[C@]23[C@@H](CC[C@H]2C([C@H]1C3)(C)C)C)C)=O)OC 2-methoxy-5-((E)-3-oxo-3-(((3R,3aS,6R,7R,8aS)-3,6,8,8-tetramethyloctahydro-1H-3a,7-methanoazulen-6-yl)oxy)propen-1-yl)phenyl L-leucinate